5,7-di-tert-butyl-3-[4-(2-stearoyloxy-ethoxy)phenyl]benzofuran-2-one C(C)(C)(C)C=1C=C(C2=C(C(C(O2)=O)C2=CC=C(C=C2)OCCOC(CCCCCCCCCCCCCCCCC)=O)C1)C(C)(C)C